(E)-3-(2-((4-(2-(4-chloro-2-fluorophenyl)-2-methylbenzo[d][1,3]dioxol-4-yl)piperidin-1-yl)methyl)-1-((4-ethyloxazol-5-yl)methyl)-1H-imidazol-5-yl)acrylic acid ClC1=CC(=C(C=C1)C1(OC2=C(O1)C=CC=C2C2CCN(CC2)CC=2N(C(=CN2)/C=C/C(=O)O)CC2=C(N=CO2)CC)C)F